O1C(=NC2=C1C=CC=C2)C2=C(C(=C(C(=C2C2=CC=C(C=C2)N2C1=CC=C(C=C1C=1C=C(C=CC21)C)C)C2=CC=C(C=C2)N2C1=CC=C(C=C1C=1C=C(C=CC21)C)C)C2=CC=C(C=C2)N2C1=CC=C(C=C1C=1C=C(C=CC21)C)C)C2=CC=C(C=C2)N2C1=CC=CC=C1C=1C=CC=CC21)C#N 4'-(benzo[d]oxazol-2-yl)-4''-(9H-carbazol-9-yl)-4-(3,6-dimethyl-9H-carbazol-9-yl)-5',6'-bis(4-(3,6-dimethyl-9H-carbazol-9-yl)phenyl)-[1,1':2',1''-terphenyl]-3'-carbonitrile